5-((S)-2-(((benzyloxy)carbonyl)amino)-3,3-dicyclohexylpropionamido)-2-((R)-4-isopropyl-2-oxoimidazolidin-1-yl)-2,3-dihydro-1H-indene-2-carboxylic acid C(C1=CC=CC=C1)OC(=O)N[C@H](C(=O)NC=1C=C2CC(CC2=CC1)(C(=O)O)N1C(N[C@@H](C1)C(C)C)=O)C(C1CCCCC1)C1CCCCC1